aminobutanesulfonamide NC(CCC)S(=O)(=O)N